ON=CCC(C1=CC=CC=C1)P(O)(=O)C1CCCCC1 (3-(hydroxyimino)-1-phenylpropyl)(cyclohexyl)phosphinic acid